Cl.FC=1C=NN2C1C(=CC(=C2)C=2N=NN(C2C)C2CCNCC2)OC(CO)C2=NC=C(C=C2)F 2-[3-Fluoro-6-[5-methyl-1-(4-piperidyl)triazol-4-yl]pyrazolo[1,5-a]pyridin-4-yl]oxy-2-(5-fluoro-2-pyridyl)ethanol HCl